2-(2-(Cyclopropylmethoxy)ethyl)-N-((R)-6-(2-methoxypyrimidin-5-yl)chroman-3-yl)-2,3-dihydropyrazolo[5,1-B]oxazole-6-carboxamide C1(CC1)COCCC1CN2C(O1)=CC(=N2)C(=O)N[C@H]2COC1=CC=C(C=C1C2)C=2C=NC(=NC2)OC